C(#N)CN1N=C(C(=C1NC(C[C@H]1C(C(C1)(F)F)(F)F)=O)C1CCC1)C1=CC=C(C=C1)F (R)-N-(1-(cyanomethyl)-4-cyclobutyl-3-(4-fluorophenyl)-1H-pyrazol-5-yl)-2-(2,2,3,3-tetrafluorocyclobutyl)acetamide